OC[C@H]1[C@@H](CC1)[C@H](C1=C[C@@H](C1)[C@@H](CS(=O)(=O)N(CC1=CC=C(C=C1)OC)CC1=CC=C(C=C1)OC)C)OC (S)-2-((R)-3-((R)-((1R,2R)-2-(hydroxymethyl)cyclobutyl)(methoxy)methyl)cyclobut-2-en-1-yl)-N,N-bis(4-methoxybenzyl)propane-1-sulfonamide